ClC=1N=C(C2=C(N1)SC1=C2C=CC=C1)Cl 2,4-dichlorobenzo[4,5]thieno[2,3-d]pyrimidine